tert-butyl (S)-4-(7-bromo-8-cyclopropoxy-6-methoxy-2-(((S)-1-methylpyrrolidin-2-yl) methoxy) quinazolin-4-yl)-2-cyanomethylpiperazine-1-carboxylate BrC1=C(C=C2C(=NC(=NC2=C1OC1CC1)OC[C@H]1N(CCC1)C)N1C[C@@H](N(CC1)C(=O)OC(C)(C)C)CC#N)OC